C(CCCCC)C1=C(C=C(C=C1)O)O 4-hexyl-1,3-dihydroxybenzene